3-ethyl-3-hydroxymethyl-oxetan C(C)C1(COC1)CO